C(#N)C1=CC(=C(COC2=CC=CC(=N2)C2=CC(=C(CC3=NC4=C(N3CC3OC(C3)(C)C)C=C(C=C4)C(=O)O)C=C2)F)C=C1)F 2-(4-(6-((4-cyano-2-fluorobenzyl)oxy)pyridin-2-yl)-2-fluorobenzyl)-1-((4,4-dimethyloxetan-2-yl)methyl)-1H-benzo[d]imidazole-6-carboxylic acid